methyl 7-(4-(trifluoro-methyl)phenoxy)-3,4-dihydroisoquinoline-2(1H)-carboxylate FC(C1=CC=C(OC2=CC=C3CCN(CC3=C2)C(=O)OC)C=C1)(F)F